(2S)-N-[(1S)-1-cyano-2-[5-(3-methyl-2-oxo-1,3-benzoxazol-5-yl)thieno[3,2-b]thiophen-2-yl]ethyl]-1,4-oxazocane-2-carboxamide C(#N)[C@H](CC1=CC2=C(S1)C=C(S2)C=2C=CC1=C(N(C(O1)=O)C)C2)NC(=O)[C@H]2OCCCCNC2